1-cyanoethyl-2-phenyl-4,5-bis(2-cyanoethoxy)methylimidazole C(#N)C(C)C(C1=C(N=C(N1)C1=CC=CC=C1)COCCC#N)OCCC#N